(NE)-5-[4-(6-chloro-5-fluoro-indolin-1-yl)quinazolin-6-yl]-N-(dimethylaminomethylene)pyridine-2-carboxamide ClC1=C(C=C2CCN(C2=C1)C1=NC=NC2=CC=C(C=C12)C=1C=CC(=NC1)C(=O)/N=C/N(C)C)F